O=C1NC(CCC1N1C(C2=CC=C(C=C2C1=O)N1CCN(CC1)CCCCN1[C@H](CNCC1)C)=O)=O 2-(2,6-dioxo-3-piperidinyl)-5-[4-[4-[(2S)-2-methylpiperazin-1-yl]butyl]piperazin-1-yl]isoindoline-1,3-dione